COC1(CC(C1)(C=O)C1=CC=CC=C1)OC 3,3-dimethoxy-1-phenylcyclobutane-1-carbaldehyde